tert-butyl 4-(6-(4-(3-(4-cyano-3-(trifluoromethyl)phenyl)-5,5-dimethyl-4-oxo-2-thioxoimidazolidin-1-yl)-2-fluoro-N-methylbenzamido)hexyl)piperazine-1-carboxylate C(#N)C1=C(C=C(C=C1)N1C(N(C(C1=O)(C)C)C1=CC(=C(C(=O)N(C)CCCCCCN2CCN(CC2)C(=O)OC(C)(C)C)C=C1)F)=S)C(F)(F)F